2-(5-chloro-1H-indazol-3-yl)acetic acid ClC=1C=C2C(=NNC2=CC1)CC(=O)O